2-(chloromethyl)-6-methyl-quinazolin-4(3H)-one ClCC1=NC2=CC=C(C=C2C(N1)=O)C